FC(C1=CC=C(C=C1)NC(NC1=CC=C(CCNC(OC(C)(C)C)=O)C=C1)=O)(F)F tert-butyl (4-(3-(4-(trifluoromethyl)phenyl)ureido)phenethyl)carbamate